NC([C@H](C[C@H]1C(NCCC1)=O)NC(=O)[C@H](CC(C)(C)C)NC(=O)C=1NC2=CC=C(C(=C2C1)OC)Cl)=O N-[(1S)-1-[[(1S)-2-amino-2-oxo-1-[[(3S)-2-oxo-3-piperidyl]methyl]ethyl]carbamoyl]-3,3-dimethyl-butyl]-5-chloro-4-methoxy-1H-indole-2-carboxamide